3-cyclopropoxy-4-(N-(3,5-dicyclopropylbenzyl)-2-(N-(2-fluorobenzyl)-(2,3,4,5,6-pentafluoro-phenyl)sulfonamido)acetamido)benzoic acid C1(CC1)OC=1C=C(C(=O)O)C=CC1N(C(CN(S(=O)(=O)C1=C(C(=C(C(=C1F)F)F)F)F)CC1=C(C=CC=C1)F)=O)CC1=CC(=CC(=C1)C1CC1)C1CC1